ClC1=NC(=CC=C1N1CCN(CC1)C(=O)OC(C)(C)C)C(NC)=O tert-butyl 4-[2-chloro-6-(methylcarbamoyl)pyridin-3-yl]piperazine-1-carboxylate